ClC1=CC(=C(C=C1)C1=NC(=CC=2N=C(N(C(C21)=O)C)C)N2C[C@H](OCC2)C=2SC=CN2)F (S)-5-(4-chloro-2-fluorophenyl)-2,3-dimethyl-7-(2-(thiazol-2-yl)morpholino)pyrido[4,3-d]pyrimidin-4(3H)-one